4-[({3-[1-(2,2-dimethylpropanoyl)-3-(trifluoromethyl)azetidin-2-yl]-4-fluoro-1-(1,3-thiazole-4-carbonyl)-1H-pyrazol-5-yl}sulfanyl)methyl]benzene-1-carboximidamide CC(C(=O)N1C(C(C1)C(F)(F)F)C1=NN(C(=C1F)SCC1=CC=C(C=C1)C(N)=N)C(=O)C=1N=CSC1)(C)C